NC=1NC(C=2N(C(N(C2N1)[C@H]1[C@@H](C[C@H](O1)C(=O)O)O)=O)CC#C)=O (2S,4R,5R)-5-(2-amino-6,8-dioxo-7-(prop-2-yn-1-yl)-1,6,7,8-tetrahydro-9H-purin-9-yl)-4-hydroxytetrahydrofuran-2-carboxylic acid